N-[1-[1-[2-[1-(2,3-Dichlorophenyl)-4-piperidyl]ethyl]-4,5,6,7-tetrahydroindazol-3-carbonyl]-4-piperidyl]acetamid ClC1=C(C=CC=C1Cl)N1CCC(CC1)CCN1N=C(C=2CCCCC12)C(=O)N1CCC(CC1)NC(C)=O